O=C1NCC[C@@H]1C(=O)O (S)-2-oxopyrrolidine-3-carboxylic acid